C(C1=CC(C(=O)O)=CC(C(=O)O)=C1)(=O)O.CC1CCC(CC1)C(=O)N.CC1CCC(CC1)C(=O)N.CC1CCC(CC1)C(=O)N tris(4-methylcyclohexanamide) trimesate